ammonium ((2R,3R,4R,5R)-5-(2,4-dioxopyrimidin-1(2H)-yl)-4-methoxy-tetrahydrofuran-2-yl)-methyl butyl hydrogen phosphate P(=O)(OC[C@@H]1O[C@H]([C@@H](C1)OC)N1C(NC(C=C1)=O)=O)(OCCCC)O.[NH4+]